OC=1C=C(C2=CC=CC=C2C1)C1=CC=C2C(=NC(=NC2=C1)OCC12CCCN2CCC1)N1C[C@H]2CC[C@@H](C1)N2C(=O)C=2C(NC(NC2)=O)=O 5-((1R,5S)-3-(7-(3-hydroxynaphthalen-1-yl)-2-((tetrahydro-1H-pyrrolizin-7a(5H)-yl)methoxy)quinazolin-4-yl)-3,8-diazabicyclo[3.2.1]octane-8-carbonyl)pyrimidine-2,4(1H,3H)-dione